BrC1=CC=C(C=C1)C(C#C)(C)C=1N=C(SC1)NC(=O)NCC(C)(C)O 1-[4-[1-(4-bromophenyl)-1-methyl-prop-2-ynyl]thiazol-2-yl]-3-(2-hydroxy-2-methyl-propyl)urea